O1C(CCC1)CC(=O)O 2-(tetrahydrofuran-2-yl)acetic acid